1-(1H-benzimidazol-5-yl)-N,N-dimethyl-pyrrolidine-2-carboxamide N1C=NC2=C1C=CC(=C2)N2C(CCC2)C(=O)N(C)C